p-morpholinyl-methyl-styrene N1(CCOCC1)C1=CC=C(C=CC)C=C1